N1C=NC(=C1)NC=1C2=C(N=C(N1)N1N=CC(=C1)C=1C=C(C=CC1)C)C=C(O2)C=2C=NC=CC2 N-(1H-imidazol-4-yl)-6-(pyridin-3-yl)-2-(4-(m-tolyl)-1H-pyrazol-1-yl)furo[3,2-d]pyrimidin-4-amine